tert-butyl (5-((tert-butyldimethylsilyl)oxy)-2,2-dimethylpentyl)carbamate [Si](C)(C)(C(C)(C)C)OCCCC(CNC(OC(C)(C)C)=O)(C)C